N[C@@H](C(=O)OC)CC1=C(C=C(C=C1F)Br)F methyl (R)-2-amino-3-(4-bromo-2,6-difluorophenyl)propanoate